benzyl(methoxy)[(trimethylsilyl)methyl]amine C(C1=CC=CC=C1)N(C[Si](C)(C)C)OC